FC1=CC(=CC(N1)=O)NC(=N)C1(CCNCC1)C N-(6-fluoro-2-oxo-1,2-dihydropyridin-4-yl)-4-methylpiperidine-4-carboximidamide